trioxolaneamine O1OOC(C1)N